2-amino-16-benzyl-8-(4-chlorobenzyl)-5-(methoxymethyl)-7,14-dimethyl-13-(4-((2-nitrophenyl)sulfonamido)butyl)-3,6,10,15-tetraoxo-4,7,11,14-tetraazaoctadecan-18-oate NC(C)C(NC(C(N(C(CC(NCC(N(C(C(CC(=O)[O-])CC1=CC=CC=C1)=O)C)CCCCNS(=O)(=O)C1=C(C=CC=C1)[N+](=O)[O-])=O)CC1=CC=C(C=C1)Cl)C)=O)COC)=O